2-(dihydro-2H-pyran-4(3H)-ylidene)acetonitrile O1CCC(CC1)=CC#N